tert-Butyl {4-[2-(2-{[(2S,5R)-6-hydroxy-7-oxo-1,6-diazabicyclo[3.2.1]oct-2-yl]carbonyl}hydrazinyl)-2-oxoethyl]phenyl}carbamate ON1[C@@H]2CC[C@H](N(C1=O)C2)C(=O)NNC(CC2=CC=C(C=C2)NC(OC(C)(C)C)=O)=O